5-(4-(hexyloxy)-1,2,5-thiadiazol-3-yl)-1-(1-(2-(2-(isobutyryloxy)phenyl)acetoxy)ethyl)-1-methyl-1,2,3,6-tetrahydropyridin-1-ium iodide 2-(2-Chloro-2-oxoethyl)phenyl-isobutyrate ClC(CC1=C(C=CC=C1)OC(C(C)C)=O)=O.[I-].C(CCCCC)OC=1C(=NSN1)C1=CCC[N+](C1)(C)C(C)OC(CC1=C(C=CC=C1)OC(C(C)C)=O)=O